N-methyl-3-(trifluoromethyl)-1-methyl-N-[4'-(trifluoromethyl)biphenyl-2-yl]-1H-pyrazole-4-carboxamide CN(C(=O)C=1C(=NN(C1)C)C(F)(F)F)C1=C(C=CC=C1)C1=CC=C(C=C1)C(F)(F)F